(1S,2S)-N-(6-(((6-ethyl-8-(3-methyl-2,4-dioxoimidazolidin-1-yl)imidazo[1,2-a]pyridin-2-yl)methyl)amino)-2-methyl-pyrimidin-4-yl)-2-(4-methylpyrimidin-2-yl)cyclopropane-1-carboxamide C(C)C=1C=C(C=2N(C1)C=C(N2)CNC2=CC(=NC(=N2)C)NC(=O)[C@@H]2[C@H](C2)C2=NC=CC(=N2)C)N2C(N(C(C2)=O)C)=O